COC1=CC=C(CN2CCN(CC(C2=O)COS(=O)(=O)C)C(=O)OC(C)(C)C)C=C1 tert-Butyl 4-(4-methoxybenzyl)-6-(((methylsulfonyl)oxy)methyl)-5-oxo-1,4-diazepane-1-carboxylate